2-(4-(1H-pyrazol-1-yl)butyl)isoindoline-1,3-dione N1(N=CC=C1)CCCCN1C(C2=CC=CC=C2C1=O)=O